COC(=O)C1CC(=NN1C1=C(C(=C(C(=C1F)F)F)F)F)C1=CC=C(C=C1)Cl 3-(4-chlorophenyl)-1-(pentafluorophenyl)-4,5-dihydro-1H-pyrazole-5-carboxylic acid methyl ester